Bicyclo[1.1.1]pentylamine C12(CC(C1)C2)N